CC1=NC2=CC=C(C=C2C=C1)NC1=NC2=C(C=CC=C2C=N1)OC1CCC(CC1)O 4-({2-[(2-methylquinolin-6-yl)amino]quinazolin-8-yl}oxy)cyclohexanol